O[C@H]1CN(CC1)C(CN1CCC(CC1)C=1C=C2C(=C(NC2=CC1)C=1C=C(C(N(C1)C)=O)C)C(C)C)=O (R)-5-(5-(1-(2-(3-hydroxypyrrolidin-1-yl)-2-oxoethyl)piperidin-4-yl)-3-isopropyl-1H-indol-2-yl)-1,3-dimethylpyridin-2(1H)-one